[1,1'-biphenyl]-4-yl(2-(methylamino)phenyl)methanone C1(=CC=C(C=C1)C(=O)C1=C(C=CC=C1)NC)C1=CC=CC=C1